FC=1C(=NC=C(C1)C(F)(F)F)N1[C@@H](CN(CC1)C(=O)OC(C)(C)C)CS t-butyl (S)-4-(3-fluoro-5-(trifluoromethyl)pyridin-2-yl)-3-(sulfydrylmethyl)piperazin-1-carboxylate